CC(CCCC(OCCC)OC(CCCC(CC(CC(CC(CCC)C)C)C)C)OCCC)CC(CC(CC(CCC)C)C)C 4,6,8,10-tetramethyltridecylpropoxymethyl ether